OCC1(CCN(CC1)C(=O)OC(C)(C)C)OC tert-butyl 4-(hydroxymethyl)-4-methoxypiperidine-1-carboxylate